N-[4-[(6,7-dimethoxy-1,5-naphthyridin-4-yl)oxy]-2,5-difluorophenyl]-4-hydroxy-5-methoxy-2,6-dimethylpyridine-3-carboxamide COC=1N=C2C(=CC=NC2=CC1OC)OC1=CC(=C(C=C1F)NC(=O)C=1C(=NC(=C(C1O)OC)C)C)F